((((1R,3R,5S,7R)-3,5-dimethyl adamantan-1-yl) carbamoyl) oxy)-benzoate C[C@]12CC3(CC(C[C@@](C1)(C3)C)C2)NC(=O)OC2=C(C(=O)[O-])C=CC=C2